4-hydroxy-4-methyl-3-(3-oxobutyl)-pentanoic acid OC(C(CC(=O)O)CCC(C)=O)(C)C